C(C1=CC=CC=C1)OC=1C=C(C=CC1)NS(=O)=O.[Na] sodium N-(3-benzyloxyphenyl)sulfonamide